NC=1C=C(C=C2C=C(N=CC12)NC(=O)[C@H]1[C@@H](C1)C#N)C=1N(C(=NC1)C)C |r| (±)-trans-N-[8-amino-6-(2,3-dimethylimidazol-4-yl)-3-isoquinolyl]-2-cyano-cyclopropanecarboxamide